8-iodo-1,6-naphthyridin-7-amine IC=1C(=NC=C2C=CC=NC12)N